N-(4-((9-fluoro-2,5-dimethyl-4,5-dihydro-[1,2,4]triazolo[1,5-a]quinoxalin-6-yl)amino)-5-(propanoyl-3,3,3-d3)pyridin-2-yl)cyclopropanecarboxamide FC=1C=CC(=C2N(CC=3N(C12)N=C(N3)C)C)NC3=CC(=NC=C3C(CC([2H])([2H])[2H])=O)NC(=O)C3CC3